N-((3S,4R)-3-fluoro-1-isopropylpiperidin-4-yl)-2-(3-((2-methoxy-4-(methylsulfonyl)phenyl)amino)prop-1-yn-1-yl)-3-vinylimidazo[1,2-a]pyridin-8-amine F[C@H]1CN(CC[C@H]1NC=1C=2N(C=CC1)C(=C(N2)C#CCNC2=C(C=C(C=C2)S(=O)(=O)C)OC)C=C)C(C)C